dicyclohexyl-[2',4',6'-tri(propan-2-yl)biphenyl-2-yl]phosphane C1(CCCCC1)P(C1=C(C=CC=C1)C1=C(C=C(C=C1C(C)C)C(C)C)C(C)C)C1CCCCC1